(1r,4r)-4-(3-Chloroanilino)-2'-[3-hydroxy-2-(pyridin-2-yl)propyl]spiro[cyclohexane-1,1'-indene]-4-carboxylic acid methyl ester COC(=O)C1(CCC2(C(=CC3=CC=CC=C23)CC(CO)C2=NC=CC=C2)CC1)NC1=CC(=CC=C1)Cl